OCCOCCOCCOCCNC(OC(C)(C)C)=O 1-tert-butyl (2-(2-(2-(2-hydroxyethoxy)ethoxy)ethoxy)ethyl)carbamate